(3S)-3-(2-(5-(2-(azetidin-1-yl)ethyl)-2-oxo-4-(trifluoromethyl)pyridin-1(2H)-yl)-4-methylpentanamido)-3-(2,4-difluoro-3'-methoxy-2',5,6'-trimethyl-[1,1'-biphenyl]-3-yl)propanoic acid N1(CCC1)CCC=1C(=CC(N(C1)C(C(=O)N[C@@H](CC(=O)O)C=1C(=C(C=C(C1F)C)C1=C(C(=CC=C1C)OC)C)F)CC(C)C)=O)C(F)(F)F